4-(1,2,4,5-tetrazin-3-yl)phenyl-methanamine hydrochloride Cl.N1=NC(=NN=C1)C1=CC=C(C=C1)CN